6'-(((1S,3S)-3-((5,6,7,8-tetrahydro-[1,2,4]triazolo[1,5-a]pyridin-2-yl)amino)cyclopentyl)amino)-2H-[1,3'-bipyridinyl]-2-one N=1C(=NN2C1CCCC2)N[C@@H]2C[C@H](CC2)NC2=CC=C(C=N2)N2C(C=CC=C2)=O